2-Ethylhexanoic acid strontium salt [Sr+2].C(C)C(C(=O)[O-])CCCC.C(C)C(C(=O)[O-])CCCC